(S)-2-((4-(6-((2-Methyl-4-(trifluoromethyl)benzofuran-7-yl)methoxy)pyridin-2-yl)piperidin-1-yl)methyl)-1-(oxetane-2-ylmethyl)-1H-benzo[d]imidazole-6-carboxylic acid methyl ester COC(=O)C=1C=CC2=C(N(C(=N2)CN2CCC(CC2)C2=NC(=CC=C2)OCC2=CC=C(C=3C=C(OC32)C)C(F)(F)F)C[C@H]3OCC3)C1